NC=1C=CC(=C(C1)S(=O)(=O)N)C=1C=NN(C1)C 5-amino-2-(1-methyl-1H-pyrazol-4-yl)benzenesulfonamide